dimethyl-2-(2-(azidomethyl)-4-(t-butoxycarbonyl)piperazin-1-yl)-5-nitroterephthalic acid CC1=C(C(=C(C(=C1C(=O)O)N1C(CN(CC1)C(=O)OC(C)(C)C)CN=[N+]=[N-])C)C(=O)O)[N+](=O)[O-]